NC1CN(CC1)CC(CCCC(C(=O)O)=N)CC 6-((3-aminopyrrolidin-1-yl)methyl)-2-iminooctanoic acid